ClC(C)OC(CC(C)(C)C1=C(C=C(C=C1C)C)OC(C)=O)=O.CC(C)(CCC(C)(OOC(C)(C)CC)C)OOC(C)(C)CC 2,5-dimethyl-2,5-di(tert-amyl-peroxy)hexane 1-chloroethyl-3-(2-acetoxy-4,6-dimethyl-phenyl)-3-methyl-butanoate